tert-Butyl ((1-(4-chloropyridin-3-yl)piperidin-3-yl)methyl)(methyl)carbamate ClC1=C(C=NC=C1)N1CC(CCC1)CN(C(OC(C)(C)C)=O)C